2-(3-methylbut-3-enyl)benzene-1,3-diol CC(CCC1=C(C=CC=C1O)O)=C